phenylmethoxy-valyl phosphate P(=O)(OC([C@@H](NOCC1=CC=CC=C1)C(C)C)=O)([O-])[O-]